BrC=1C=C(C(=NC1C)F)N 5-bromo-2-fluoro-6-methylpyridin-3-ylamine